2-(4-((4-(anthracene-9-yl)phenyl)(4-(pyridine-4-yl)phenyl)amino)benzylidene)malononitrile C1=CC=CC2=CC3=CC=CC=C3C(=C12)C1=CC=C(C=C1)N(C1=CC=C(C=C(C#N)C#N)C=C1)C1=CC=C(C=C1)C1=CC=NC=C1